4-amino-1-[4-[4-[4-(trideuteriomethyl)-6-(trifluoromethyl)pyrimidin-2-yl]piperazin-1-yl]sulfonylphenyl]pyrrolidin-2-one NC1CC(N(C1)C1=CC=C(C=C1)S(=O)(=O)N1CCN(CC1)C1=NC(=CC(=N1)C([2H])([2H])[2H])C(F)(F)F)=O